9,9'-(4-(3-(6-methylpyridin-2-yl)phenyl)pyridine-2,6-diyl)bis(N3,N3,N6,N6-tetraphenyl-9H-carbazole-3,6-diamine) CC1=CC=CC(=N1)C=1C=C(C=CC1)C1=CC(=NC(=C1)N1C2=CC=C(C=C2C=2C=C(C=CC12)N(C1=CC=CC=C1)C1=CC=CC=C1)N(C1=CC=CC=C1)C1=CC=CC=C1)N1C2=CC=C(C=C2C=2C=C(C=CC12)N(C1=CC=CC=C1)C1=CC=CC=C1)N(C1=CC=CC=C1)C1=CC=CC=C1